(2S,5R)-5-(2-chlorophenyl)-1-(2'-methoxy-4'-(N-methylmethanesulfonamido)-[1,1'-biphenyl]-4-carbonyl)pyrrolidine-2-carboxylic acid ClC1=C(C=CC=C1)[C@H]1CC[C@H](N1C(=O)C1=CC=C(C=C1)C1=C(C=C(C=C1)N(S(=O)(=O)C)C)OC)C(=O)O